ClC=1C=C(C=C(C1F)Cl)C1(CC(=NO1)N1CC=2C=NC(=CC2C1)C(=O)N1CC(CCC1)(F)F)C(F)(F)F (2-(5-(3,5-dichloro-4-fluorophenyl)-5-(trifluoromethyl)-4,5-dihydroisoxazol-3-yl)-2,3-dihydro-1H-pyrrolo[3,4-c]pyridin-6-yl)(3,3-difluoropiperidin-1-yl)methanone